FC1=NN2C(N=C(C=C2)C(C)N2C[C@@H](N(C[C@H]2CC)C2=NC(N(C=3N2N=C(C3)CC#N)C)=O)CC)=C1F 2-(4-((2S,5R)-4-(1-(2,3-difluoropyrazolo[1,5-a]pyrimidin-5-yl)ethyl)-2,5-diethylpiperazin-1-yl)-1-methyl-2-oxo-1,2-dihydropyrazolo[1,5-a][1,3,5]triazin-7-yl)acetonitrile